1-(1-(2,6-dioxopiperidin-3-yl)-2,5-dioxo-2,5-dihydro-1H-pyrrol-3-yl)piperidin-4-carboxylic acid O=C1NC(CCC1N1C(C(=CC1=O)N1CCC(CC1)C(=O)O)=O)=O